BrC=1C2=C(C(N(C1)C(F)F)=O)N(C=C2)S(=O)(=O)C2=CC=C(C)C=C2 4-bromo-6-(difluoromethyl)-1-tosyl-1H-pyrrolo[2,3-c]pyridin-7(6H)-one